tert-butyl N-[1-(4-bromophenyl)-4-piperidyl]carbamate BrC1=CC=C(C=C1)N1CCC(CC1)NC(OC(C)(C)C)=O